lithium dithiocyano bis(oxalate) fluorophosphate P(=O)([O-])(O)F.C(C(=O)O)(=O)OSC#N.C(C(=O)O)(=O)OSC#N.[Li+]